CC1(NC1)C(=O)O 2-methylaziridine-2-carboxylic acid